[Zr].[Ga].[Sn]=O tin oxide gallium zirconium